2-fluoro-4-(5-{[(4-methoxyphenyl)methyl]amino}-[1,2,4]triazolo[1,5-a]pyrimidin-7-yl)-5-methylbenzonitrile FC1=C(C#N)C=C(C(=C1)C1=CC(=NC=2N1N=CN2)NCC2=CC=C(C=C2)OC)C